N1=CN=C(C2=C1C=CC=N2)O Pyrido[3,2-d]pyrimidin-4-ol